BrC=1C=C(C=CC1C(F)(F)F)NC(CC1CCC1)=O N-(3-bromo-4-(trifluoromethyl)phenyl)-2-cyclobutylacetamide